C(C1CO1)C1=C(C=CC(=C1)CC1CO1)C12CC3(CC(CC(C1)C3)C2)C2=C(C=C(C=C2)CC2CO2)CC2CO2 1,3-bis[2',4'-bis(glycidyl)phenyl]adamantane